O[C@@H]1[C@@H](CO[C@@H]([C@@H]1O)CO)N1C(CC1)=O 1-((3R,4R,5R,6R)-4,5-dihydroxy-6-(hydroxymethyl)tetrahydro-2H-pyran-3-yl)azetidin-2-one